[Ru+2].C(C1=CC=CC=C1)=C1C(CCCC1)P(C1CCCCC1)C1CCCCC1 (benzylidene)(tricyclohexylphosphine) ruthenium(II)